ClC1=C2C(=NC=C1C=1N=C(SC1C)N1C(NCCC1)=O)NC=C2C2CC2 (4-(4-chloro-3-cyclopropyl-1H-pyrrolo[2,3-b]pyridin-5-yl)-5-methylthiazol-2-yl)tetrahydropyrimidin-2(1H)-one